OC1CC2=CC[C@H]3[C@@H]4CCC([C@@]4(C)CC[C@@H]3[C@]2(CC1)C)OC(CCCCCCCCCCC)=O 3-Hydroxy-17-Lauroyloxy-5-Androstene